N-(3-(5-(2-chlorophenyl)-1H-pyrrolo[2,3-b]pyridine-3-carbonyl)-2,6-difluorophenyl)-propane-1-sulfonamide ClC1=C(C=CC=C1)C=1C=C2C(=NC1)NC=C2C(=O)C=2C(=C(C(=CC2)F)NS(=O)(=O)CCC)F